ClC=1C=C(C=CC1)CCN1C[C@@H]([C@H](C1)C)COC1=CC=C(C=C1)S(=O)(=O)C (3R,4R)-1-[2-(3-chlorophenyl)ethyl]-3-[(4-methanesulfonylphenoxy)methyl]-4-methylpyrrolidine